1-[6-(1-methylpyrazol-4-yl)pyrazolo[1,5-a]pyrazin-3-yl]piperazine CN1N=CC(=C1)C=1N=CC=2N(C1)N=CC2N2CCNCC2